ClC1=CC=C(C=C1)C1=NOC(C1(C)C)CC1=NC2=CC=CC=C2C(=C1)C 3-(4-chlorophenyl)-4,4-dimethyl-5-((4-methylquinolin-2-yl)methyl)-4,5-dihydroisoxazole